hafnium dibromide [Br-].[Br-].[Hf+2]